COC(=O)C=1N=C(N2C1C(N(CC2)C(C2=CC=C(C=C2)F)=O)C)C2=NC(=NS2)C 7-(4-fluorobenzoyl)-8-methyl-3-(3-methyl-1,2,4-thiadiazol-5-yl)-5,6,7,8-tetrahydroimidazo[1,5-a]pyrazine-1-carboxylic acid methyl ester